C(C)[C@]1(C(OCC=2C(N3CC=4C(=NC=5C=CC(=C6C5C4CCC6)NC(CNC(OCC6C4=CC=CC=C4C=4C=CC=CC64)=O)=O)C3=CC21)=O)=O)O (9H-fluoren-9-yl)methyl (S)-(2-((9-ethyl-9-hydroxy-10,13-dioxo-2,3,9,10,13,15-hexahydro-1H,12H-benzo[de]pyrano[3',4':6,7]indolizino[1,2-b]quinolin-4-yl)amino)-2-oxoethyl)carbamate